tert-butyl 8-[2-[2-(4-benzyloxycarbonylpiperazin-1-yl)ethoxy]phenyl]-3,8-diazabicyclo[3.2.1]octane-3-carboxylate C(C1=CC=CC=C1)OC(=O)N1CCN(CC1)CCOC1=C(C=CC=C1)N1C2CN(CC1CC2)C(=O)OC(C)(C)C